C(#N)N=S(=O)(NC(NC1=C2CCCC2=CC=2CCCC12)=O)\C=C\[C@]1(N(CCC1)C1CCCC1)C (E)-N'-cyano-2-((S)-1-cyclopentyl-2-methylpyrrolidin-2-yl)-N-((1,2,3,5,6,7-hexahydro-s-indacen-4-yl)carbamoyl)ethene-1-sulfonimidamide